2-amino-N-(4-(3-(tert-butyl)phenyl)thiazol-2-yl)acetamide NCC(=O)NC=1SC=C(N1)C1=CC(=CC=C1)C(C)(C)C